1-amino-2-nitro-4-β-hydroxyethylamino-5-chlorobenzene NC1=C(C=C(C(=C1)Cl)NCCO)[N+](=O)[O-]